2-(5-bromo-2-(isobutyryloxy)-3-(4-methylbenzoyloxy)benzylideneamino)-3-(4-hydroxyphenyl)propanoic acid BrC=1C=C(C(=C(C=NC(C(=O)O)CC2=CC=C(C=C2)O)C1)OC(C(C)C)=O)OC(C1=CC=C(C=C1)C)=O